5-(((1-methylcyclopropyl)amino)methyl)pyrazolo[1,5-a]pyridine-7-carbonitrile CC1(CC1)NCC1=CC=2N(C(=C1)C#N)N=CC2